C(C)(C)(C)N1C=C(C=2C1=NC(=CC2)C(=O)N2C[C@@H]1C([C@@H]1C2)CC(=O)O)C2=CC(=C(C=C2)Cl)F 2-((1R,5S,6s)-3-(1-(tert-butyl)-3-(4-chloro-3-fluorophenyl)-1H-pyrrolo[2,3-b]pyridine-6-carbonyl)-3-azabicyclo[3.1.0]hexan-6-yl)acetic acid